4-[2-[4-[5-(1-methoxyethyl)-1-[4-(trifluoromethoxy)phenyl]pyrazol-3-yl]piperazin-1-yl]ethyl]morpholine COC(C)C1=CC(=NN1C1=CC=C(C=C1)OC(F)(F)F)N1CCN(CC1)CCN1CCOCC1